FC=1C(=C(C=C(C1)CC(C)C)N1CCN(CC1)CC1=NC=CC(=C1)C)C=1N=NNN1 1-[3-fluoro-5-isobutyl-2-(2H-tetrazol-5-yl)phenyl]-4-[(4-methyl-2-pyridyl)methyl]-piperazine